C1=CC(=C2C(=C1N)C(=O)C3=C(C=CC(=C3C2=O)N)O)O 1,5-diamino-4,8-dihydroxy-10-anthracenedione